(S)-4-(3-(Dimethylamino)-3-(3-(trifluoromethyl)-phenethyl)piperidin-1-yl)-2,6-dimethyl-N-(pyrimidin-4-yl)benzenesulfonamide formate C(=O)O.CN([C@@]1(CN(CCC1)C1=CC(=C(C(=C1)C)S(=O)(=O)NC1=NC=NC=C1)C)CCC1=CC(=CC=C1)C(F)(F)F)C